tert-butyl N-(3,5-difluoro-2-nitro-phenyl)-N-ethyl-carbamate FC=1C(=C(C=C(C1)F)N(C(OC(C)(C)C)=O)CC)[N+](=O)[O-]